N-(5-chloro-4-((4-chlorophenyl)(cyano)methyl)-2-methylphenyl)-2-nitrobenzamide ClC=1C(=CC(=C(C1)NC(C1=C(C=CC=C1)[N+](=O)[O-])=O)C)C(C#N)C1=CC=C(C=C1)Cl